(4-(6-chloro-8-fluoro-2-(((S,E)-4-(fluoromethylene)-1,3-dimethylpiperidin-3-yl)methoxy)-4-methoxyquinazolin-7-yl)-3-cyano-5-fluorobenzo[b]thiophen-2-yl)carbamic acid tert-butyl ester C(C)(C)(C)OC(NC1=C(C2=C(S1)C=CC(=C2C2=C(C=C1C(=NC(=NC1=C2F)OC[C@@]/2(CN(CC\C2=C/F)C)C)OC)Cl)F)C#N)=O